FC(C1=NC(=NC(=N1)C(F)(F)F)N1[C@H](C=2NC3=CC=C(C=C3C2CC1)Cl)C[C@H]1OCC=CC1)(F)F (1S)-2-[4,6-bis(trifluoromethyl)-1,3,5-triazin-2-yl]-6-chloro-1-{[(2S)-3,6-dihydro-2H-pyran-2-yl]methyl}-2,3,4,9-tetrahydro-1H-pyrido[3,4-b]indole